COC1=C(C=C(C=C2C(C(CC(C2)C)=CC2=CC(=C(C=C2)OC)OC(F)(F)F)=O)C=C1)OC(F)(F)F 2,6-bis(4-methoxy-3-(trifluoromethoxy)benzylidene)-4-methylcyclohexanone